[SiH2]1C=CC=C1 silaole